tert-butyl 5-[3-[3,5-dimethoxy-4-(2,2,2-trifluoroethylcarbamoyl) phenyl]imidazo[1,2-a]pyridin-7-yl]-3,6-dihydro-2H-pyridine-1-carboxylate COC=1C=C(C=C(C1C(NCC(F)(F)F)=O)OC)C1=CN=C2N1C=CC(=C2)C2=CCCN(C2)C(=O)OC(C)(C)C